N-(3,4-difluorophenyl)-5,6-difluorobenzo[d]oxazol FC=1C=C(C=CC1F)N1COC2=C1C=C(C(=C2)F)F